4-((2-hydroxyethyl)amino)-5-methoxy-1-phenyl-7-(trifluoromethyl)quinazolin-2(1H)-one OCCNC1=NC(N(C2=CC(=CC(=C12)OC)C(F)(F)F)C1=CC=CC=C1)=O